4-butylaniline iodide [I-].C(CCC)C1=CC=C(N)C=C1